2-(3-fluorophenyl)-N-((2'-methyl-2,4'-bipyridin-5-yl)methyl)pyrido[4,3-b]pyrazin-5-amine FC=1C=C(C=CC1)C1=CN=C2C(=N1)C=CN=C2NCC=2C=CC(=NC2)C2=CC(=NC=C2)C